C(#N)C1(CC1)C(=O)NC=1C=C(C(=NC1)C=1N=NN(C1NC(O[C@H](C)C=1C(=NC=C(C1)F)F)=O)C)F (R)-1-(2,5-difluoropyridin-3-yl)ethyl (4-(5-(1-cyanocyclopropane-1-carboxamido)-3-fluoropyridin-2-yl)-1-methyl-1H-1,2,3-triazol-5-yl)carbamate